ClC1=NC(=CC(=N1)N[C@@H]1[C@H](C2CCC1CC2)C(=O)OCC)N2C=CC=C2 (2S,3S)-ethyl 3-((2-chloro-6-(1H-pyrrol-1-yl)pyrimidin-4-yl)amino)bicyclo[2.2.2]octane-2-carboxylate